tert-butyl 4-(7-bromo-6-fluoro-8-methyl-4-(methylthio)-1H-[1,2,3]triazolo[4,5-c]quinolin-1-yl)piperidine-1-carboxylate BrC=1C(=CC=2C3=C(C(=NC2C1F)SC)N=NN3C3CCN(CC3)C(=O)OC(C)(C)C)C